C1(CCC1)OC1=CC=CC(=N1)C=1C=C2CCC(OC2=CC1)CCC(=O)O 3-[6-[6-(cyclobutoxy)-2-pyridyl]chroman-2-yl]propanoic acid